ClC1=C(C=CC=C1F)[C@H]1N(CCOCC1)C=1C(=NC=CN1)C(=O)N[C@H](C)\C=C\S(=O)(=O)C ((S)-5-(2-Chloro-3-fluorophenyl)-1,4-oxazepan-4-yl)-N-((R,E)-4-(methylsulfonyl)but-3-en-2-yl)pyrazine-2-carboxamide